BrC1=C(C=C(OCC2CC3(C2)CCN(CC3)CC(=O)O)C=C1)C(F)(F)F 2-[2-[[4-bromo-3-(trifluoromethyl)phenoxy]methyl]-7-azaspiro[3.5]nonan-7-yl]acetic acid